3-{[(4,4-dimethyl-1,2,3,4-tetrahydronaphthalen-1-yl)methyl]amino}pyridine-4-carboxylic acid CC1(CCC(C2=CC=CC=C12)CNC=1C=NC=CC1C(=O)O)C